FC=1C=C2C=CN(C(C2=CC1F)=O)[C@@H](C(=O)O)C (R)-2-(6,7-Difluoro-1-oxoisoquinolin-2(1H)-yl)propanoic acid